OCCNC(C(=C)C)=O N-(2-hydroxyethyl)-methacrylamide